Dibutyl-glyme C(CCC)C(C(OC)CCCC)OC